[C].C.[N] nitrogen methane carbon